5-[(5-chloro-1H-pyrrolo[2,3-b]pyridin-3-yl)methyl]-N-[6-(trifluoromethyl)pyridin-3-yl]methyl-pyridin-2-amine HCl salt Cl.ClC=1C=C2C(=NC1)NC=C2CC=2C=CC(=NC2)NCC=2C=NC(=CC2)C(F)(F)F